8-(3-methoxyoxetan-3-yl)-2-methylpyrido[4,3-d]pyrimidin-7(6H)-one COC1(COC1)C=1C(NC=C2C1N=C(N=C2)C)=O